FC1=C(C(=CC=C1)F)C1=NC=2C(=NNC2C=2C=C(N=CC2N1)N1C[C@@H](CCC1)C#N)C (3R)-1-[8-(2,6-difluorophenyl)-5-methyl-3,4,7,9,12-pentazatricyclo[8.4.0.02,6]tetradeca-1(10),2(6),4,7,11,13-hexaen-13-yl]piperidine-3-carbonitrile